cesium hydroxycaproate OC(C(=O)[O-])CCCC.[Cs+]